OCCCN1CCC(CC1)OCC(=O)OC methyl 2-[[1-(3-hydroxypropyl)-4-piperidyl]oxy]acetate